C(C)(C)(C)OC(CN1C(C=C(C(=C1)OCCCCCCCCCCCCCC)C1=C(C=CC(=C1)Cl)C(CC)=O)=O)=O 2-[4-(5-chloro-2-propionyl-phenyl)-2-oxo-5-(tridecylmethoxy)-1-pyridinyl]acetic acid tert-butyl ester